benzyl thiophosphonate P(OCC1=CC=CC=C1)([O-])=S